C1(=CC=CC=C1)SC1=CC=C(C=C1)C(C(CCCCCC)=NO)=O 1-(4-phenylsulfanylphenyl)-octane-1,2-dione 2-Oxime